BrC=1C(N(C=NC1NC1=C(C(=CC=C1C)OC)C)C)=O 5-bromo-6-((3-methoxy-2,6-dimethylphenyl)amino)-3-methyl-pyrimidin-4(3H)-one